7-amino-3-ethyl-5-((2-(1-(1-hydroxypropan-2-yl)-1H-pyrazol-3-yl)ethyl)amino)-2-methylpyrazolo[1,5-a]pyrimidine-6-carbonitrile NC1=C(C(=NC=2N1N=C(C2CC)C)NCCC2=NN(C=C2)C(CO)C)C#N